O1COC=2C1=C1C(=CNC1=CC2)CCN(C(C)C)C(C)C N-[2-(6H-[1,3]dioxolo[4,5-e]indol-8-yl)ethyl]-N-propan-2-ylpropan-2-amine